3,5-dihydroxy-benzoate OC=1C=C(C(=O)[O-])C=C(C1)O